5-[4-(3-fluoro-benzoyl)-piperazin-1-yl]-benzofuran-2-carboxylic acid amide FC=1C=C(C(=O)N2CCN(CC2)C=2C=CC3=C(C=C(O3)C(=O)N)C2)C=CC1